2-(2-Aminopyridin-4-yl)-N-(2,2-dimethyl-6-(2-methylpyrimidin-5-yl)-2,3-dihydrobenzofuran-5-yl)oxazole-4-carboxamide NC1=NC=CC(=C1)C=1OC=C(N1)C(=O)NC=1C(=CC2=C(CC(O2)(C)C)C1)C=1C=NC(=NC1)C